(difluoromethyl)isoindoline-2-sulfonamide FC(F)C1N(CC2=CC=CC=C12)S(=O)(=O)N